(3-(5-chloro-2-((3-cyclopropyl-5-(((3R,5S)-3,5-dimethylpiperazine-1-yl)methyl)phenyl)amino)pyrimidine-4-yl)-1-tosyl-1H-indole-6-yl)methanol ClC=1C(=NC(=NC1)NC1=CC(=CC(=C1)CN1C[C@H](N[C@H](C1)C)C)C1CC1)C1=CN(C2=CC(=CC=C12)CO)S(=O)(=O)C1=CC=C(C)C=C1